2-(methylthio)-1-(2-(5-(p-tolyl)-1H-imidazol-2-yl)piperidin-1-yl)propan CSC(CN1C(CCCC1)C=1NC(=CN1)C1=CC=C(C=C1)C)C